9,9-dibenzyl-10-methylene-9,10-dihydroanthracene C(C1=CC=CC=C1)C1(C2=CC=CC=C2C(C=2C=CC=CC12)=C)CC1=CC=CC=C1